FC=1C(=C(C=CC1F)C(=O)N1CC(C1)(O)[C@@H]1NCCCC1)NC1=C(C=C(C=C1)I)F 1-({3,4-difluoro-2-[(2-fluoro-4-iodophenyl)amino]phenyl}carbonyl)-3-[(2R)-piperidin-2-yl]azetidin-3-ol